C(C1=CC=CC=C1)OC(=O)N[C@@H](CCCCN)C(=O)OCC[Si](C)(C)C 2-(trimethylsilyl)ethyl N2-[(benzyloxy)carbonyl]-L-lysinate